FC(C1=CC=CC(=N1)OCC1[C@H]2CNC[C@@H]12)(F)F (1R,5S,6r)-6-(((6-(trifluoromethyl)pyridin-2-yl)oxy)methyl)-3-azabicyclo[3.1.0]hexane